C(CCC)C(C(=O)OCCCCCC(=O)OCC(COC(CCC(CCCCCC)OC(NCCN1CCCC1)=O)=O)(COC(CCCCCOC(C(CCCCCC)CCCC)=O)=O)COC(CC12CC3CC(CC(C1)C3)C2)=O)CCCCCC [6-[2-[[2-(1-adamantyl)acetyl]oxymethyl]-2-[6-(2-butyloctanoyloxy)hexanoyloxymethyl]-3-[4-(2-pyrrolidin-1-ylethylcarbamoyloxy)decanoyloxy]propoxy]-6-oxo-hexyl] 2-butyloctanoate